galloyl-glucopyranose C(C1=CC(O)=C(O)C(O)=C1)(=O)C1(O)[C@H](O)[C@@H](O)[C@H](O)[C@H](O1)CO